C(C)(C)(C)OC(=O)N[C@H](C(=O)N1[C@@H]([C@H]2C([C@H]2C1)(C)C)C(=O)O)C12CC3(C[C@H](C[C@@H](C1)C3)C2)O (1R,2S,5S)-3-((S)-2-((tert-butoxycarbonyl)amino)-2-((1r,3R,5R,7S)-3-hydroxyadamantane-1-yl)acetyl)-6,6-dimethyl-3-azabicyclo[3.1.0]hexane-2-carboxylic acid